4-benzyl-5,5-dimethyl-3-(3-(thiophen-2-yl)acryloyl)oxazolidin-2-one C(C1=CC=CC=C1)C1N(C(OC1(C)C)=O)C(C=CC=1SC=CC1)=O